O1CCN(CC1)C1=NC(=NC(=N1)N1CCC(CC1)C(F)(F)F)C=1C=CC2=C(N=C(O2)N)C1 5-(4-morpholino-6-(4-(trifluoromethyl)piperidin-1-yl)-1,3,5-triazin-2-yl)benzo[d]oxazol-2-amine